FC=1C=C(C=2N(C1)C(=CN2)C2=NN(C1=C2C=NC(=C1)C1S(CCCNC1)(=O)=O)CC(F)(F)F)F [3-(6,8-Difluoro-imidazo[1,2-a]pyridin-3-yl)-1-(2,2,2-trifluoro-ethyl)-1H-pyrazolo[4,3-c]pyridin-6-yl]-1,4-thiazepan-1,1-dioxide